COC1=NC=CC(=C1)N1N=C2C(NC=CC2=O)=N1 (2-methoxypyridin-4-yl)-7-oxo-2H,4H,7H-[1,2,3]triazolo[4,5-b]pyridin